aminosulfonamide formate salt C(=O)O.NS(=O)(=O)N